8-bromo-4-[cyclopropylmethyl-[1-(2-pyrimidin-2-yl-1,2,4-triazol-3-yl)ethyl]amino]-6-(trifluoromethyl)-1H-quinazolin-2-one BrC=1C=C(C=C2C(=NC(NC12)=O)N(C(C)C=1N(N=CN1)C1=NC=CC=N1)CC1CC1)C(F)(F)F